tert-butyl 4-(((2R)-2-(3-hydroxy-4-(methoxycarbonyl)phenyl)-4-(3,3,3-trifluoropropyl)piperazin-1-yl)methyl)-5-methoxy-7-methylindole-1-carboxylate OC=1C=C(C=CC1C(=O)OC)[C@H]1N(CCN(C1)CCC(F)(F)F)CC1=C2C=CN(C2=C(C=C1OC)C)C(=O)OC(C)(C)C